N[C@@H]1C[C@H]([C@H](CC1)NC(OCC1=CC=CC=C1)=O)O benzyl ((1S,2R,4S)-4-amino-2-hydroxycyclohexyl)carbamate